C(C)(C)(C)[Si](OCC1(CC1)C(=O)O)(C)C 1-[[tert-butyl-(dimethyl)silyl]oxymethyl]cyclopropanecarboxylic acid